1-(2-((3-((S)-1-amino-2-((1S,3S,5S)-3-cyano-2-azabicyclo[3.1.0]hexan-2-yl)-2-oxoethyl)adamantan-1-yl)oxy)ethyl)piperidine-4-carboxamide N[C@H](C(=O)N1[C@H]2C[C@H]2C[C@H]1C#N)C12CC3(CC(CC(C1)C3)C2)OCCN2CCC(CC2)C(=O)N